bis(4-hydroxyphenyl)-α-methyltoluene OC1=CC=C(C=C1)C(C1=CC=CC=C1)(C)C1=CC=C(C=C1)O